(tetramethyldisilanyl)amino-pentachlorodisilane C[SiH]([Si](C)(C)C)N[Si]([Si](Cl)(Cl)Cl)(Cl)Cl